C(C1=CC=CC=C1)OC(=O)N[C@H](C(=O)O)CC(=O)OC (S)-2-(((Benzyloxy)carbonyl)amino)-4-methoxy-4-oxobutyric acid